C1=CC=C(C=C1)[C@@H](C(=O)O)O S-(+)-mandelic acid